C(=O)(O)C(CCCC[NH-])CCCCCCCCCCC 5-carboxycetylamide